C=1NN=C2C=NC=3C=CC=CC3C21 2H-pyrazolo[3,4-c]Quinoline